COC(C1=C(C=C(C=C1)OC)OC)=O methyl-2,4-dimethoxybenzoate